tert-butyl 4-(2,2-difluoropropyl)piperazin-1-carboxylate Tert-butyl-piperazin-1-carboxylate C(C)(C)(C)OC(=O)N1CCNCC1.FC(CN1CCN(CC1)C(=O)OC(C)(C)C)(C)F